1-({7-[(4-bromo-2-chlorophenyl)amino]-8-chloroimidazo[1,2-a]pyridin-6-yl}carbonyl)-3-[(2S)-piperidin-2-yl]azetidin-3-ol BrC1=CC(=C(C=C1)NC1=C(C=2N(C=C1C(=O)N1CC(C1)(O)[C@H]1NCCCC1)C=CN2)Cl)Cl